4-(3-(hydroxymethyl)azetidin-1-yl)-1-(o-tolyl)-7-(trifluoromethyl)quinazolin-2(1H)-one OCC1CN(C1)C1=NC(N(C2=CC(=CC=C12)C(F)(F)F)C1=C(C=CC=C1)C)=O